4-(1-(4-fluorophenyl)-1H-1,2,3-triazol-4-yl)piperidin FC1=CC=C(C=C1)N1N=NC(=C1)C1CCNCC1